C(=O)(O)C1=CC=C(C=C1)C1=CC=C(C=C1)N(C1=CC=CC=C1)C1=CC=CC=C1 4-carboxyl-4'-(diphenylamino)biphenyl